7-chloro-6-fluoro-1-(4-fluoro-2-methylphenyl)-3-(6-methoxy-2-methylpyridin-3-yl)-2,3-dihydropyrido[2,3-d]pyrimidin-4(1H)-one ClC=1C(=CC2=C(N(CN(C2=O)C=2C(=NC(=CC2)OC)C)C2=C(C=C(C=C2)F)C)N1)F